(1S,5S)-4-(hydroxymethyl)-2,6-diazabicyclo[3.2.0]Heptane-2-carboxylic acid tert-butyl ester C(C)(C)(C)OC(=O)N1[C@H]2CN[C@H]2C(C1)CO